C(C)N1C(N(C=2N=CN(C2C1=O)CCOC(=O)C=1CN(C=CC1)[C@@H]1O[C@@H]([C@H]([C@H]1O)O)CO)CC)=O 3-((2-(1,3-diethyl-2,6-dioxo-1,2,3,6-tetrahydro-7H-purin-7-yl)ethoxy)carbonyl)-1-((2R,3R,4S,5R)-3,4-dihydroxy-5-(hydroxymethyl)tetrahydrofuran-2-yl)pyridine